4-(2-chloro-8-(2-methoxypyridin-4-yl)-9-methyl-9H-purin-6-yl)morpholine ClC1=NC(=C2N=C(N(C2=N1)C)C1=CC(=NC=C1)OC)N1CCOCC1